FC1=C(CN2C(C3=NC=CC=C3C2=O)([2H])[2H])C(=CC(=C1)C=1C2=CN(N=C2C=CC1)C)C(F)(F)F 6-(2-fluoro-4-(2-methyl-2H-indazol-4-yl)-6-(trifluoromethyl)benzyl)-6,7-dihydro-5H-pyrrolo[3,4-b]pyridin-5-one-7,7-d2